benzaldehyde O-(2-((1S,3S)-3-acetyl-2,2-dimethylcyclobutyl)acetyl) oxime C(C)(=O)[C@@H]1C([C@@H](C1)CC(=O)ON=CC1=CC=CC=C1)(C)C